C(C)O[Si](CCCSSSCCC[Si](OCC)(OCC)OCC)(OCC)OCC bis[3-(triethoxysilyl) propyl] trisulfide